(S)-N-(amino(1-isopropyl-1H-pyrazol-3-yl)(oxo)-λ6-sulfaneylidene)-2-(4,6-diisopropyl-1,3-dihydro-isobenzofuran-5-yl)acetamide N[S@@](=NC(CC=1C(=C2COCC2=CC1C(C)C)C(C)C)=O)(=O)C1=NN(C=C1)C(C)C